3-bromo-N-phenethylbenzamide BrC=1C=C(C(=O)NCCC2=CC=CC=C2)C=CC1